ClC=1C(=NC=CC1C1=NC(=C(C=C1)CNC[C@H]1NC(CC1)=O)OC)C=1C(=C(C=CC1)NC(C1=NC=C(C(=C1)CNCCCF)OC)=O)C (S)-N-(3-(3'-chloro-6-methoxy-5-((((5-oxopyrrolidin-2-yl)methyl)amino)methyl)-[2,4'-bipyridin]-2'-yl)-2-methylphenyl)-4-(((3-fluoropropyl)amino)methyl)-5-methoxypicolinamide